4-(3-fluorophenyl)-1-(5-(isopropylthio)-4-(1,4-dioxaspiro[4.5]dec-7-en-8-yl)thiazol-2-yl)-3-methyl-1H-pyrazole-5-carboxylic acid FC=1C=C(C=CC1)C=1C(=NN(C1C(=O)O)C=1SC(=C(N1)C1=CCC2(OCCO2)CC1)SC(C)C)C